N6-benzoyl-2'-O,4'-C-methylene-adenosine C(C1=CC=CC=C1)(=O)NC=1C=2N=CN([C@H]3[C@@H]4OC[C@]([C@H]4O)(CO)O3)C2N=CN1